5-((tetrahydro-2H-pyran-4-yl)oxy)-1,3,4-thiadiazol-2-amine O1CCC(CC1)OC1=NN=C(S1)N